bis(2-isopropyl-4-(4-ethyl-phenyl)-indenyl)zirconium dichloride [Cl-].[Cl-].C(C)(C)C=1C(C2=CC=CC(=C2C1)C1=CC=C(C=C1)CC)[Zr+2]C1C(=CC2=C(C=CC=C12)C1=CC=C(C=C1)CC)C(C)C